5-bromo-2-chloro-N-cyclopropyl-N-(2-cyclopropylethyl)nicotinamide BrC=1C=NC(=C(C(=O)N(CCC2CC2)C2CC2)C1)Cl